COCCOCCOC1=CC=C2C=3C=CC(=CC3C(C2=C1)(CCCCCCCC)CCCCCCCC)NC1=CC=CC=C1 7-(2-(2-methoxyethoxy)ethoxy)-9,9-dioctyl-N-phenyl-9H-fluoren-2-amine